ClC=1C(=C(C(=CC1)C(C)C)C1=C(C=C(C=C1)C(C)C)C(C)C)P(C1CCCCC1)C1CCCCC1 chloro(2-dicyclohexylphosphino-2',4',6-tri-i-propyl-1,1'-biphenyl)